CN1C(CC(CC1)N(C=1SC2=C(C=NC(=C2)C=2C=C(C=3N(C2)C=C(N3)C)F)N1)C)C N-(1,2-Dimethylpiperidin-4-yl)-6-(8-fluoro-2-methylimidazo[1,2-a]pyridin-6-yl)-N-methyl[1,3]thiazolo[4,5-c]pyridin-2-amin